1-((3s,4r)-4-(3,4-difluorophenyl)-1-(2-methoxyethyl)pyrrolidin-3-yl)-3-(1-(2-fluorophenyl)-1',4-dimethyl-1h,1'h-[3,4'-bipyrazolyl]-5-yl)urea FC=1C=C(C=CC1F)[C@H]1[C@@H](CN(C1)CCOC)NC(=O)NC1=C(C(=NN1C1=C(C=CC=C1)F)C=1C=NN(C1)C)C